cis-8-dimethylamino-1-ethyl-3-[(4-methylsulfonyl-phenyl)-methyl]-8-phenyl-1,3-diazaspiro[4.5]decan-2-one CN(C1(CCC2(CN(C(N2CC)=O)CC2=CC=C(C=C2)S(=O)(=O)C)CC1)C1=CC=CC=C1)C